1-(2,5-dimethoxy-4-propylphenyl)-N-(2-methoxybenzyl)propan-2-amine COC1=C(C=C(C(=C1)CCC)OC)CC(C)NCC1=C(C=CC=C1)OC